C[C@@H]1N(CC(NC1)=O)C1=NC=C(C=N1)[N+](=O)[O-] (5S)-5-methyl-4-(5-nitropyrimidin-2-yl)piperazin-2-one